C1(CC1)OC1=CC=C(C=C1)C(CC)N1C[C@@H](N(C[C@H]1CC)C=1C2=C(N(C(N1)=O)C)C=CC(=N2)C#N)C 4-((2s,5r)-4-(1-(4-cyclopropoxyphenyl)propyl)-5-ethyl-2-methylpiperazin-1-yl)-1-methyl-2-oxo-1,2-dihydropyrido[3,2-d]pyrimidine-6-carbonitrile